ClC1=CC=C(CNC(=O)NC2=CC=C(C=C2)CS(=O)(=O)N2CCCCC2)C=C1 1-(4-chlorobenzyl)-3-(4-((piperidin-1-ylsulfonyl)methyl)phenyl)urea